N-(2-(6-cyclopropyl-2,6-diazaspiro[3.4]oct-2-yl)-5-(4-(2,6-dichloro-3,5-dimethoxyphenyl)imidazo[1,2-a][1,6]naphthyridin-8-yl)-4-methoxyphenyl)acrylamide C1(CC1)N1CC2(CN(C2)C2=C(C=C(C(=C2)OC)C2=NC=C3C=C(C=4N(C3=C2)C=CN4)C4=C(C(=CC(=C4Cl)OC)OC)Cl)NC(C=C)=O)CC1